CC1=CC=CC(=N1)C1=C(N=CN1)C=1C=C2C=C(C=NC2=CC1)C=1SC=C(N1)C(=O)OCCN1C[C@H](N[C@H](C1)C)C 2-[(3R,5S)-3,5-dimethylpiperazin-1-yl]ethyl 2-[6-[5-(6-methyl-2-pyridyl)-1H-imidazol-4-yl]-3-quinolyl]thiazole-4-carboxylate